(S)-7-bromo-3-(pent-3-yl)-5-(pyridin-2-yl)-1H-benzo[e][1,4]diazepin-2(3H)-one BrC1=CC2=C(NC([C@@H](N=C2C2=NC=CC=C2)C(CC)CC)=O)C=C1